CC(CC#N)(C(N1C2C3=C(CC(C1)C2)C=CC=C3)=O)C 3,3-dimethyl-4-oxo-4-(1,3,4,5-tetrahydro-2H-1,4-methanobenzo[c]azepin-2-yl)butanenitrile